(2R)-2-aminopentanedioic acid dimethyl ester hydrochloride Cl.COC([C@@H](CCC(=O)OC)N)=O